γ-aminopropyl acrylate C(C=C)(=O)OCCCN